((2R,3S,5R)-3-(bis(4-methoxyphenyl)(phenyl)methoxy)-5-(5-methyl-2,4-dioxo-3,4-dihydropyrimidin-1(2H)-yl)tetrahydrofuran-2-yl)methyl dimethylphosphoramidochloridate CN(P(OC[C@H]1O[C@H](C[C@@H]1OC(C1=CC=CC=C1)(C1=CC=C(C=C1)OC)C1=CC=C(C=C1)OC)N1C(NC(C(=C1)C)=O)=O)(=O)Cl)C